C[C@@H]1CN(C[C@H](C1)C)C1=CC=C(C=N1)N 6-((trans)-3,5-dimethylpiperidin-1-yl)pyridin-3-amine